C1(CC1)C=1C=C(C=CC1)C(CO)O 1-(3-cyclopropylphenyl)-1,2-ethanediol